ClC=1N=C(C2=C(N1)CC(C2)(C)C)OCC2=CC(=C(C=C2)C=2N(C=C(N2)C(F)(F)F)C)F 2-chloro-4-[[3-fluoro-4-[1-methyl-4-(trifluoromethyl)imidazol-2-yl]phenyl]methoxy]-6,6-dimethyl-5,7-dihydrocyclopenta[d]pyrimidine